rac-((1S,4S,7S)-7-amino-2-aza-bicyclo[2.2.1]heptan-2-yl)-3-(7-chloro-benzo[d]thiazol-6-yl)-5-methyl-1,5-dihydro-4H-pyrazolo[3,4-d]pyrimidin-4-one N[C@@H]1[C@H]2N(C[C@@H]1CC2)N2N=C(C1=C2N=CN(C1=O)C)C1=C(C2=C(N=CS2)C=C1)Cl |r|